ClC1=CC=C(S1)CN(C1=C(C(=NN1C(C(CO)(C)C)=O)C1C(C(NC1)=O)C)C)C 4-(5-{[(5-Chlorothiophen-2-yl)methyl](methyl)amino}-1-(3-hydroxy-2,2-dimethylpropanoyl)-4-methyl-1H-pyrazol-3-yl)-3-methylpyrrolidin-2-on